tert-Butyl [2-(3-cyano-5-{[4-(prop-2-en-1-yloxy)phenyl]amino}phenoxy)ethyl]-methylcarbamate C(#N)C=1C=C(OCCN(C(OC(C)(C)C)=O)C)C=C(C1)NC1=CC=C(C=C1)OCC=C